5-mercaptoethyl-1,5-dithiane SCCS1CCCSC1